2-[4-[1-[(3S)-2,6-dioxo-3-piperidyl]-3-methyl-2-oxo-benzimidazol-5-yl]-1-piperidyl]acetic acid O=C1NC(CC[C@@H]1N1C(N(C2=C1C=CC(=C2)C2CCN(CC2)CC(=O)O)C)=O)=O